N1C=NC(=C1)C=1C2=CC=C(N2)C(=C2C=CC(C(=C3C=CC(=C(C=4C=CC1N4)C=4N=CNC4)N3)C=3N=CNC3)=N2)C=2N=CNC2 5,10,15,20-tetrakis(1H-imidazol-4-yl)porphyrin